BrC(C(=O)C=1C=C2COCC2=CC1)C 2-bromo-1-(1,3-dihydroisobenzofuran-5-yl)propan-1-one